The molecule is a steroid glucuronide anion that is the conjugate base of estriol 3-O-(beta-D-glucuronide) arising from deprotonation of the carboxylic acid function; major species at pH 7.3. It is a steroid glucosiduronic acid anion and a beta-D-glucosiduronate. It is a conjugate base of an estriol 3-O-(beta-D-glucuronide). C[C@]12CC[C@H]3[C@H]([C@@H]1C[C@H]([C@@H]2O)O)CCC4=C3C=CC(=C4)O[C@H]5[C@@H]([C@H]([C@@H]([C@H](O5)C(=O)[O-])O)O)O